3,4-Diacetoxycinnamamide C(C)(=O)OC=1C=C(C=CC(=O)N)C=CC1OC(C)=O